ethyl 1-(4-methoxybenzyl)-5-((trimethylsilyl)ethynyl)-1H-pyrazole-4-carboxylate COC1=CC=C(CN2N=CC(=C2C#C[Si](C)(C)C)C(=O)OCC)C=C1